C(C1=CC=CC=C1)N1CCC(CC1)(COC)CO [1-benzyl-4-(methoxymethyl)-4-piperidyl]methanol